C(=CC)N1CC(CCC1)C=1N=C(N2C(=NC=CC21)N)C2=CC(=C(C(=O)NC1=NC=CC(=C1)C(F)(F)F)C=C2)C#N 4-(1-(1-propenylpiperidin-3-yl)-5-aminoimidazo[1,5-c]pyrimidin-3-yl)-2-cyano-N-(4-(trifluoromethyl)pyridin-2-yl)benzamide